C(C)(C)(C)OC(=O)N1C[C@H]2C([C@H]2C1)C(NC1=NC=NC(=C1)N)=O tert-butyl-(1R,5S,6r)-6-((6-aminopyrimidin-4-yl) carbamoyl)-3-azabicyclo[3.1.0]hexane-3-carboxylate